[OH-].C(CCCCCCCCCCCCCCCCCCCCC)[NH2+]C docosylmethylammonium hydroxide